C1CCC2=C(C=CC=C12)NC1=NC=NC2=CC(=C(C=C12)OC1CC2CCCC(C1)N2C(C=C)=O)OC 1-(3-((4-((2,3-dihydro-1H-inden-4-yl)amino)-7-methoxyquinazolin-6-yl)oxy)-9-azabicyclo[3.3.1]nonan-9-yl)prop-2-en-1-one